C(N)(=O)C1=C(C(=C(S1)NC(C(CC)C1=CC=C(C=C1)C)=O)C(=O)OC)C Methyl 5-carbamoyl-4-methyl-2-(2-(p-tolyl)butanamido)thiophene-3-carboxylate